O=C1N(C(C2=CC=CC=C12)=O)CCOCCNCCOCCOC(C(CNC(OCC1=CC=CC=C1)=O)F)(C)C Benzyl N-[3-[2-[2-[2-[2-(1,3-dioxoisoindolin-2-yl)ethoxy]ethylamino]ethoxy]ethoxy]-2-fluoro-3-methyl-butyl]carbamate